BrC=1C=C(C=CC1)C1CC(NC2=C(N1)C=CC(=C2)NC(OCC2=CC=CC=C2)=O)=O Benzyl (2-(3-bromophenyl)-4-oxo-2,3,4,5-tetrahydro-1H-benzo[b][1,4]diazepin-7-yl)carbamate